triazoleacetic acid N1N=NC(=C1)CC(=O)O